4-(9H-carbazole-9-yl)phenylboronic acid C1=CC=CC=2C3=CC=CC=C3N(C12)C1=CC=C(C=C1)B(O)O